C12(CC1)CC(N1CCC3=C(C12)CN=CC=C1C3=CC(C=C1)=O)=O 13,14-dihydro-2H-spiro[benzo[5,6]azocino[4,3-g]indolizine-3,1'-cyclopropane]-1,10(4H,12H)-dione